C1(CC1)C1=NC=2N(C(=C1)NCC1=C(C=CC=C1)C(=CC(=O)N)CN(C)C)N=CC2C(C)C 3-((((5-Cyclopropyl-3-isopropylpyrazolo[1,5-a]pyrimidin-7-yl)amino)methyl)phenyl)-4-(dimethylamino)but-2-enamide